3,3-dimethyl-1,2-dihydroindol-6-amine CC1(CNC2=CC(=CC=C12)N)C